C1(=CC=CC=C1)CCCSC(=O)C1=NN(C2=CC=CC(=C2C1=O)S(=O)(=O)C)C1=CC=C(C=C1)OC(F)(F)F 5-methylsulfonyl-4-oxo-1-[4-(trifluoromethoxy)phenyl]cinnoline-3-thiocarboxylic acid S-(3-phenylpropyl) ester